ClC(C=NC(OCC1=CC=CC=C1)=O)(Cl)Cl benzyl (2,2,2-trichloroethylidene)carbamate